FC=1C=C(C=CC1OC)C1=NC2=C(N1)C=C(C=C2C)C2C[C@H](N(CC2)C2CCNCC2)CC(C)C 2-(3-fluoro-4-methoxyphenyl)-6-(r-isobutyl-[1,4'-bipiperidin]-4-yl)-4-methyl-1H-benzo[d]imidazole